(2R,5'S)-5-(Difluoromethyl)-5'-methyl-3H-spiro[furo[2,3-c]pyridine-2,3'-pyrrolidine] FC(C=1C=C2C(=CN1)O[C@]1(CN[C@H](C1)C)C2)F